5-bromo-6-methyl-3H-2-benzofuran-1-one BrC1=CC2=C(C(OC2)=O)C=C1C